C(CCC)OC(CCCCC(=O)OCCCC)=O.CC1(CCOCC1)NC1=NC=C2N=C(N(C2=N1)C1CCC(CC1)C(=O)N)NC1=NC(=CC=C1)C(F)(F)F (1S,4S)-4-(2-((4-methyltetrahydro-2H-pyran-4-yl)amino)-8-((6-(trifluoromethyl)pyridin-2-yl)amino)-9H-purin-9-yl)cyclohexane-1-carboxamide di-n-Butyl-adipate